C(C)(CC)C1C(NC2=C(CN1C(CS(=O)(=O)N)=O)C=CC=C2)=O 2-(3-(sec-butyl)-2-oxo-1,2,3,5-tetrahydro-4H-benzo[1,4]diazepin-4-yl)-2-oxoethane-1-sulfonamide